4-[(2R)-3-(3,4-dihydro-1H-isoquinolin-2-yl)-2-hydroxy-propyl]-8-[(2-ethyl-2-azaspiro[3.3]hept-6-yl)oxy]-2,3-dihydro-1,4-benzoxazepin C1N(CCC2=CC=CC=C12)C[C@H](CN1CCOC2=C(C1)C=CC(=C2)OC2CC1(CN(C1)CC)C2)O